3-[3-(bromomethyl)cyclobutyl]-5,7-difluoro-2-(4-fluorophenyl)-1H-indole BrCC1CC(C1)C1=C(NC2=C(C=C(C=C12)F)F)C1=CC=C(C=C1)F